NC1=CC=C(N=N1)N1CCN(CC1)C(=O)C1=CC=C(OC2=CC=C(C(=O)N(C)C)C=C2)C=C1 4-{4-[4-(6-Aminopyridazin-3-yl)piperazine-1-carbonyl]phenoxy}-N,N-dimethylbenzamide